(3-fluoro-4-(7-((1-methylpiperidin-4-yl) carbamoyl) benzo[d]imidazo[2,1-b]thiazol-2-yl) phenyl) piperazine-1-carboxylate N1(CCNCC1)C(=O)OC1=CC(=C(C=C1)C=1N=C2SC3=C(N2C1)C=CC(=C3)C(NC3CCN(CC3)C)=O)F